O=C1N(C(CCC1N1C(C2=CC=C(C=C2C1)O[C@H]1CN(C[C@@H](C1)C)C(=O)OC(C)(C)C)=O)=O)COCC[Si](C)(C)C tert-butyl (3R,5R)-3-((2-(2,6-dioxo-1-((2-(trimethylsilyl)ethoxy)methyl)piperidin-3-yl)-1-oxoisoindolin-5-yl)oxy)-5-methylpiperidine-1-carboxylate